N,N-dicyclohexylamino-2,6-naphthalenediamide C1(CCCCC1)NN(C(=O)C1=CC2=CC=C(C=C2C=C1)C(=O)N)NC1CCCCC1